FC1=CC=C(C(=N1)C)N[C@H](C)C=1C=C(C=C2C(C(=C(OC12)C=1C=NC=CC1)C)=O)C 8-[(1R)-1-[(6-Fluoro-2-methyl-3-pyridyl)amino]ethyl]-3,6-dimethyl-2-(3-pyridyl)chromen-4-one